tert-butyl 1-(methyl (pyrazin-2-yl) carbamoyl)-6-azaspiro[2.5]octane-6-carboxylate CN(C(=O)C1CC12CCN(CC2)C(=O)OC(C)(C)C)C2=NC=CN=C2